COC(C)C1=NC(=NO1)C1=NC=C(C=C1)C#CC1=NC=CC=C1 5-(1-methoxyethyl)-3-(5-(pyridin-2-ylethynyl)pyridin-2-yl)-1,2,4-oxadiazole